tert-butyl (cyclopropylmethyl)((3R)-1-(2-oxo-1-(1-(1-(5-(pyrrolidin-1-yl)pyridazin-3-yl)-1H-pyrazol-4-yl) ethyl)-1,2-dihydropyridin-4-yl)piperidin-3-yl)carbamate C1(CC1)CN(C(OC(C)(C)C)=O)[C@H]1CN(CCC1)C1=CC(N(C=C1)C(C)C=1C=NN(C1)C=1N=NC=C(C1)N1CCCC1)=O